3-(1H-1,2,3-triazol-1-ylmethyl)-4-thia-1-azabicyclo[3.2.0]heptane-2-carboxylic acid sodium [Na].N1(N=NC=C1)CC1C(N2CCC2S1)C(=O)O